C(C)(C)(C)OC(C1=C(C=C(C=C1)OC1=CC=NC2=CC(=C(C=C12)C(N)=O)OC)Cl)=O 4-(6-carbamoyl-7-methoxyquinoline-4-oxy)-2-chlorobenzoic acid tert-butyl ester